[(2S)-2,3-Dihydro-2,8-dimethyl-4H-1,4-benzoxazin-4-yl][3-(3-ethynyl-1H-1,2,4-triazol-1-yl)phenyl]methanone C[C@@H]1OC2=C(N(C1)C(=O)C1=CC(=CC=C1)N1N=C(N=C1)C#C)C=CC=C2C